N-(4-Chloro-3-cyano-1H-indol-7-yl)-1-[3-(hydroxymethyl)oxetan-3-yl]pyrazol-4-sulfonamid ClC1=C2C(=CNC2=C(C=C1)NS(=O)(=O)C=1C=NN(C1)C1(COC1)CO)C#N